3-chloronaphthalen-2-ol ClC=1C(=CC2=CC=CC=C2C1)O